o-ethoxybenzohydrazide C(C)OC1=C(C(=O)NN)C=CC=C1